C(C(C)C)N1N=CC=2CC(CCC12)N (1-isobutyl-4,5,6,7-tetrahydro-1H-indazol-5-yl)-amine